3-amino-N-[(3R)-7-{9,9-difluoro-3,7-diazabicyclo[3.3.1]nonan-3-yl}-2H,3H,4H-pyrano[3,2-c]pyridin-3-yl]-6-methylthieno[2,3-b]pyridine-2-carboxamide NC1=C(SC2=NC(=CC=C21)C)C(=O)N[C@@H]2CC=1C=NC(=CC1OC2)N2CC1CNCC(C2)C1(F)F